2-hydroxyl-1-propanesulfonate OC(CS(=O)(=O)[O-])C